ClC1=C(C=C(C=C1)N1CC2=CC=C(C=C2CC1)F)C(F)(F)F N-(4-Chloro-3-(trifluoromethyl)phenyl)-6-fluoro-3,4-dihydroisoquinoline